FC=1C=C(C=CC1B1OC(C(O1)(C)C)(C)C)N1C[C@@](CC1)(C(=O)N)C (R)-1-[3-Fluoro-4-(tetramethyl-1,3,2-dioxaborolan-2-yl)phenyl]-3-methylpyrrolidine-3-carboxamide